C[Si](O[SiH](C)C)(CC[Si](OC)(OC)OC)C 1,1,3,3-tetramethyl-1-(2-(trimethoxysilyl)ethyl)disiloxane